OC[C@]1(CN(C(O1)=O)C1=CC=C2C=NC(=NC2=C1)NC1=C(C=C2CCN(CC2=C1)C)OC)C |o1:2| (R or S)-5-(hydroxymethyl)-3-(2-[(6-methoxy-2-methyl-1,2,3,4-tetrahydroisoquinolin-7-yl)amino]quinazolin-7-yl)-5-methyl-1,3-oxazolidin-2-one